N[C@@H](CCC(=O)N1CCC2(CCN(CC2)C(=O)OC(C)(C)C)CC1)C(=O)OC(C)(C)C tert-butyl (S)-9-(4-amino-5-(tert-butoxy)-5-oxopentanoyl)-3,9-diazaspiro[5.5]undecane-3-carboxylate